COC1=C(/C=C/C2=NC=NC3=CC=CC=C23)C=CC=C1OC (E)-4-(2,3-Dimethoxystyryl)quinazoline